methyl 4-[7-chloro-3-(2,6-dimethylphenyl)-2-oxo-3,4-dihydropyrimido[4,5-d]pyrimidin-1(2H)-yl]butanoate ClC1=NC=C2C(=N1)N(C(N(C2)C2=C(C=CC=C2C)C)=O)CCCC(=O)OC